C(C)(C)(C)OC(=O)N[C@@H](CCCN/C(/NC(=O)OC(C)(C)C)=N\C(=O)OC(C)(C)C)C(=O)O (E)-N2,Nω,Nω'-tris(tert-butoxycarbonyl)arginine